6-(3-fluorophenyl)-2-phenethylisoquinolin-1(2H)-one FC=1C=C(C=CC1)C=1C=C2C=CN(C(C2=CC1)=O)CCC1=CC=CC=C1